6-(5-((2-(4-(Cyanomethyl)piperidin-1-yl)-5-oxo-5,6-dihydropyrimido[4,5-d]pyridazin-4-yl)amino)pyridin-2-yl)-6-azaspiro[2.5]octan C(#N)CC1CCN(CC1)C=1N=C(C2=C(C=NNC2=O)N1)NC=1C=CC(=NC1)N1CCC2(CC2)CC1